gulose O=C[C@H](O)[C@H](O)[C@@H](O)[C@H](O)CO